(S)-1-[(S)-3-Methyl-1-({4-[(2-methyl-2H-pyrazol-3-yl)methyl]-1-piperidyl}carbonyl)butyl]-3-isobutyl-2-piperazinone CC(C[C@@H](C(=O)N1CCC(CC1)CC=1N(N=CC1)C)N1C([C@@H](NCC1)CC(C)C)=O)C